(S)-2-((2-((1-ethoxy-3,3-dimethyl-1,3-dihydrobenzo[c][1,2]oxaborol-5-yl)amino)-5-(3-(4-fluorophenyl)-1,2,4-oxadiazol-5-yl)pyrimidin-4-yl)amino)-2-phenylethan-1-ol C(C)OB1OC(C2=C1C=CC(=C2)NC2=NC=C(C(=N2)N[C@H](CO)C2=CC=CC=C2)C2=NC(=NO2)C2=CC=C(C=C2)F)(C)C